(R)-5-((1-(2-(3-aminobutyl)-5-fluoropyridin-3-yl)cyclopropyl)amino)pyrazolo-[1,5-a]pyrimidine-3-carboxylate N[C@@H](CCC1=NC=C(C=C1C1(CC1)NC1=NC=2N(C=C1)N=CC2C(=O)[O-])F)C